4-((2-cyano-4,6-difluorophenyl)thio)-6-(5-methyl-1-(piperidin-4-yl)-1H-pyrazol-4-yl)pyrazolo[1,5-a]pyridine-3-carbonitrile C(#N)C1=C(C(=CC(=C1)F)F)SC=1C=2N(C=C(C1)C=1C=NN(C1C)C1CCNCC1)N=CC2C#N